C(#N)C1=C(OC=2C=C3C(N(C=NC3=CC2)C2COC3(CN(C3)C(=O)[O-])C2)=O)C(=CC=C1F)F 7-[6-(2-cyano-3,6-difluoro-phenoxy)-4-oxo-quinazolin-3-yl]-5-oxa-2-azaspiro[3.4]octane-2-carboxylate